α-D-glucopyranosyl-(1->4)-α-D-glucopyranosyl-(1->4)-α-D-glucopyranosyl-(1->4)-α-D-glucopyranosyl-(1->4)-α-D-glucopyranosyl-(1->4)-D-glucose [C@H]1([C@H](O)[C@@H](O)[C@H](O)[C@H](O1)CO)O[C@H]1[C@@H]([C@H]([C@H](O[C@@H]1CO)O[C@H]1[C@@H]([C@H]([C@H](O[C@@H]1CO)O[C@H]1[C@@H]([C@H]([C@H](O[C@@H]1CO)O[C@H]1[C@@H]([C@H]([C@H](O[C@@H]1CO)O[C@@H]([C@@H]([C@H](C=O)O)O)[C@H](O)CO)O)O)O)O)O)O)O)O